N-(1'-(6-amino-2-(1,1-difluoroethyl)pyrimidin-4-yl)-1',2'-dihydrospiro[cyclopropane-1,3'-pyrrolo[3,2-c]pyridin]-6'-yl)acetamide trifluoroacetate FC(C(=O)O)(F)F.NC1=CC(=NC(=N1)C(C)(F)F)N1CC2(C=3C=NC(=CC31)NC(C)=O)CC2